N'-methyl-pseudouridine 5'-triphosphate P(O)(=O)(OP(=O)(O)OP(=O)(O)O)OC[C@@H]1[C@H]([C@H]([C@@H](O1)C1=CNC(=O)N(C1=O)C)O)O